6-bromoisothiochroman-4-one BrC=1C=C2C(CSCC2=CC1)=O